2,2,3,3-Tetrafluoropropyl methyl ether COCC(C(F)F)(F)F